N-decanoylalanine isopropyl ester C(C)(C)OC([C@@H](NC(CCCCCCCCC)=O)C)=O